ClC=1C=C(NC2(CCC3([C@H](CC4=CC=CC=C34)CCCOC3=C4C=C(NC4=CC=C3)C)CC2)C(=O)O)C=CC1 (1r,2'S,4S)-4-(3-chloroanilino)-2'-{3-[(2-methyl-1H-indol-4-yl)oxy]propyl}-2',3'-dihydrospiro[cyclohexane-1,1'-indene]-4-carboxylic acid